2-(2-hydroxyphenyl)benzimidazole-6-carboxylic acid OC1=C(C=CC=C1)C=1NC2=C(N1)C=C(C=C2)C(=O)O